4-(4-Bromo-3-chlorophenyl)-1H-pyrazole BrC1=C(C=C(C=C1)C=1C=NNC1)Cl